E-maleimidocaproic acid C1(C=CC(N1C(C(=O)O)CCCC)=O)=O